ethyl 3,6-dimethyl-4-acetoxybenzoate CC=1C=C(C(=O)OCC)C(=CC1OC(C)=O)C